FC(CN1[C@@H]([C@H](CCC1)C1=CC=2C(=NC=CC2NC=2C=CC3=C(N=CS3)C2)S1)C)F N-(2-((2R,3S)-1-(2,2-difluoroethyl)-2-methylpiperidin-3-yl)thieno[2,3-b]pyridin-4-yl)benzo[d]thiazol-5-amine